CC=1C=C(C=CC1)C(C(C(=O)C1=CC=CC=C1)C)=C 3-(3-methylphenyl)-2-methyl-1-phenylbutane-3-en-1-one